N-(4-(3,4-difluorophenyl)-5-fluorothiazol-2-yl)-5-((2-hydroxy-3-methoxybenzyl)amino)-3-methylpyridine-2-sulfonamide FC=1C=C(C=CC1F)C=1N=C(SC1F)NS(=O)(=O)C1=NC=C(C=C1C)NCC1=C(C(=CC=C1)OC)O